FC=1C=C(C=CC1F)N1C2=CC=3C=NNC3N=C2C(=C1C(C)C)[C@@H]1CC[C@H](CC1)C(=O)O trans-4-[10-(3,4-difluorophenyl)-11-isopropyl-2,4,5,10-tetrazatricyclo[7.3.0.03,7]dodeca-1,3(7),5,8,11-pentaen-12-yl]cyclohexanecarboxylic acid